(2R)-2-hydroxy-3-(2-methoxyethoxy)propionic acid ethyl ester C(C)OC([C@@H](COCCOC)O)=O